oxygen hafnium tantalum carbon [C].[Ta].[Hf].[O]